COC1=C(C=CC=C1)C=1OC(=CC1)C1=CC=CC=C1 2-(2-methoxyphenyl)-5-phenylfuran